C1(CCC1)C=1C(=NN(C1NC(OC1CCC1)=O)C)C1CC(C1)O cyclobutyl (4-cyclobutyl-3-(3-hydroxycyclobutyl)-1-methyl-1H-pyrazol-5-yl)carbamate